(cis)-1-methyl-3-[5-(4,4,5,5-tetramethyl-1,3,2-dioxaborolan-2-yl)-7-(trifluoromethyl)-1H-1,2,3-benzotriazol-1-yl]cyclobutan-1-ol CC1(CC(C1)N1N=NC2=C1C(=CC(=C2)B2OC(C(O2)(C)C)(C)C)C(F)(F)F)O